2-bromo-4H-pyrano[3,4-d]thiazol-7(6H)-one BrC=1SC2=C(N1)COCC2=O